2-bromo-4,5-dimethoxy-N-(prop-2-yn-1-yl)benzenesulfonamide iridium(III) [Ir+3].BrC1=C(C=C(C(=C1)OC)OC)S(=O)(=O)NCC#C